FC(OC1=CC=C(C=C1)C1=CN=C2N1C=CN=C2NC2=CC(=C(C(=O)NCCOCCNC=O)C=C2)C)F 4-[[3-[4-(difluoromethoxy)phenyl]imidazo[1,2-a]pyrazin-8-yl]amino]-N-[2-(2-formamidoethoxy)ethyl]-2-methylbenzamide